C(C)(C)(C)OC(=O)NCCN1N=NC(=C1)C=1C=C2C=C(C(=NC2=CC1)N1CCN(CC1)C(=O)OC(C)(C)C)Cl tert-butyl 4-[6-[1-[2-(tert-butoxycarbonylamino)ethyl]triazol-4-yl]-3-chloro-2-quinolyl]piperazine-1-carboxylate